C(C)(C)(C)C=C(C#N)N(C(O)=O)C(=O)OC(C)(C)C.N[C@H](C(=O)NC1CCN(CC1)C1CC1)CC1=CC(=C(C=C1)OC=1C2=C(N=CN1)NC=C2C)F (S)-2-amino-N-(1-cyclopropylpiperidin-4-yl)-3-(3-fluoro-4-((5-methyl-7H-pyrrolo[2,3-d]pyrimidin-4-yl)oxy)phenyl)propanamide tert-butyl-(tert-butoxycarbonyl)(1-cyanovinyl)carbamate